bromo-tripyrrolidino-phosphonium hexafluorophosphate F[P-](F)(F)(F)(F)F.Br[P+](N1CCCC1)(N1CCCC1)N1CCCC1